4-(4-(4-chloro-2,5-difluorophenyl)-6,7-dimethylpteridin-2-yl)-2-(2-methylpyridin-4-yl)morpholine ClC1=CC(=C(C=C1F)C1=NC(=NC2=NC(=C(N=C12)C)C)N1CC(OCC1)C1=CC(=NC=C1)C)F